Cl.NCCCC(=O)NC=1C=C(C(=O)N[C@H](C(N2CC=CCC2C=2C=NC=CC2)=O)CC2=CC=CC=C2)C=CC1 3-(4-aminobutanamido)-N-((2S)-1-oxo-3-phenyl-1-(6-(pyridin-3-yl)-5,6-dihydropyridin-1(2H)-yl)propan-2-yl)benzamide hydrochloride